CN1N=CC2=CC=C(C=C12)C=1C=C(C=CC1)NC(C=C)=O N-[3-(1-methyl-1H-indazol-6-yl)phenyl]prop-2-enamide